3,3-diethylazetidine hydrochloride Cl.C(C)C1(CNC1)CC